C(C)(=O)OC1COC(C(C1OC(C)=O)OC(C)=O)COC(C)=O 6-(acetoxymethyl)tetrahydro-2H-pyran-3,4,5-triyl triacetate